3-(2,6-dimethylphenyl)-7-methylimidazo[1,2-f]phenanthridine CC1=C(C(=CC=C1)C)C1=CN=C2N1C=1C=CC(=CC1C=1C=CC=CC21)C